C(#N)C=1C=C(C=CC1)S(=O)(=O)NC1=NC(=C(C=C1)C1=CC2=C(N=C(N=C2)NC2CCC(CC2)N(C)C)N(C1=O)C(C)C)C 3-Cyano-N-(5-(2-(((1r,4r)-4-(dimethylamino)cyclohexyl)amino)-8-isopropyl-7-oxo-7,8-dihydropyrido[2,3-d]pyrimidin-6-yl)-6-methylpyridin-2-yl)benzenesulfonamide